C(C)N1C=NC2=C1N=NC=C2C=2C=CC(=C(C2)C2=CC1=CN(N=C1C=C2OC)CC2=NOC(=C2)C)F 3-((5-(5-(7-ethyl-7H-imidazo[4,5-c]pyridazin-4-yl)-2-fluorophenyl)-6-methoxy-2H-indazol-2-yl)methyl)-5-methylisoxazole